FC1=C(C(=C(C(=C1C(=O)[O-])F)F)F)F.N[Co+]N diaminocobalt pentafluorobenzoate